(6-fluoro-3'-(((1S,5R,6S,7R)-7-((4-fluoro-3-(trifluoromethyl) phenyl) carbamoyl) bicyclo[3.2.0]hept-6-yl) carbamoyl)-4'-methoxy-[1,1'-biphenyl]-3-yl)-2-hydroxyacetate FC1=CC=C(C=C1C1=CC(=C(C=C1)OC)C(N[C@H]1[C@@H]2CCC[C@@H]2[C@H]1C(NC1=CC(=C(C=C1)F)C(F)(F)F)=O)=O)OC(CO)=O